chlorocepham ClC1S[C@H]2N(CC1)C(C2)=O